ClC1=CC(=C(COC=2C=C(C=CC2F)C2=C(C=C(C=C2)CC2=NC3=C(N2C[C@H]2OCC2)C=C(C=C3)C(=O)O)F)C=C1)F (S)-2-((3'-((4-chloro-2-fluorobenzyl)oxy)-2,4'-difluoro-[1,1'-biphenyl]-4-yl)methyl)-1-(oxetan-2-ylmethyl)-1H-benzo[d]imidazole-6-carboxylic acid